C1=CC=CC=2C3=CC=CC=C3C(C12)COC(=O)NC[C@@H]1C[C@@H](CCC1)C(=O)O (1R,3S)-3-(((((9H-fluoren-9-yl)methoxy)carbonyl)amino)methyl)cyclohexane-1-carboxylic acid